tert-butyl 4-(7-bromo-2-(((1S,2S)-2-(4-((2-(tert-butoxy)-2-oxoethoxy)methyl)piperidin-1-yl)cyclopentyl)oxy)-6-chloro-8-fluoroquinazolin-4-yl)piperazine-1-carboxylate BrC1=C(C=C2C(=NC(=NC2=C1F)O[C@@H]1[C@H](CCC1)N1CCC(CC1)COCC(=O)OC(C)(C)C)N1CCN(CC1)C(=O)OC(C)(C)C)Cl